bis(2-hydroxyethyl)butylenediamine OCCNCCCCNCCO